CC=1CC(C(CC1)C(=O)[O-])C(=O)[O-].[Li+].CNC=1C2=C(N=CN1)N(C=C2)[C@H]2[C@@H]([C@@H]([C@H](C2)\C=C\CCCNCCC2=CC=CC=C2)O)O.[Li+] (1R,2S,3R,5R)-3-(4-(methylamino)-7H-pyrrolo[2,3-d]pyrimidin-7-yl)-5-((E)-5-(phenethylamino)pent-1-en-1-yl)cyclopentane-1,2-diol lithium 4-methyl-4-cyclohexene-1,2-dicarboxylate